ClC=1C=2N(C=C(N1)Cl)N=CC2O 4,6-Dichloropyrazolo[1,5-a]pyrazin-3-ol